N[C@@H](CCC(=O)O)C(=O)O.N1[C@@H](CCC1)C(=O)O proline glutamate